Cl.C(#N)C1=C(C=C(C=N1)N1C(N(C(C1=O)(C)C)C1=CC(=C(OCCC2CCN(CC2)[C@H](C(=O)O)C)C=C1)CC)=S)C(F)(F)F (S)-2-(4-(2-(4-(3-(6-cyano-5-(trifluoromethyl)pyridin-3-yl)-5,5-dimethyl-4-oxo-2-thioxoimidazolidin-1-yl)-2-ethylphenoxy)ethyl)piperidin-1-yl)propionic acid hydrochloride